isopropyl (S)-2-((S)-2-cyclopropoxyhexanamido)-6-diazo-5-oxohexanoate C1(CC1)O[C@H](C(=O)N[C@H](C(=O)OC(C)C)CCC(C=[N+]=[N-])=O)CCCC